2-(4,4-difluorocyclohex-1-en-1-yl)-4-(2,5-difluorophenyl)pyridin FC1(CC=C(CC1)C1=NC=CC(=C1)C1=C(C=CC(=C1)F)F)F